N1=NC(C=2C1=NC=NC2)=O pyrazolo[3,4-d]pyrimidin-3-one